C(C)(C)(C)OC(=O)N1C[C@H](C[C@@H](C1)F)NC=1C2=C(N=CN1)C(=CC(=N2)C2=C(C=C(C=C2)OCC(C)(C)O)C#N)C(N)=O (3s,5s)-3-({8-carbamoyl-6-[2-cyano-4-(2-hydroxy-2-methylpropyloxy)phenyl]pyrido[3,2-d]pyrimidin-4-yl}amino)-5-fluoropiperidine-1-carboxylic acid tert-butyl ester